COC1=CC=C(C=C1)C1=NOC(=N1)N1CCC(CC1)C(=O)NCC1CN(CC1)CC1CCSCC1 1-(3-(4-methoxyphenyl)-1,2,4-oxadiazol-5-yl)-N-((1-((tetrahydro-2H-thiopyran-4-yl)methyl)pyrrolidin-3-yl)methyl)piperidine-4-carboxamide